C(C)(C)(C)OC(=O)N([C@H](C(=O)N(C)[C@H](C(=O)O)C(C)C)CCO)C (2S)-2-[(2S)-2-[(tert-butoxycarbonyl)(methyl)amino]-4-hydroxy-N-methylbutanamido]-3-methylbutanoic acid